Cl.N1CC(CCCC1)C(=O)OC methyl azepane-3-carboxylate hydrogen chloride